[O-]S(=O)(=O)C(F)(F)F.FC1=CC=C(C=C1)C1=CC=C(C=C1)[S+](C)C (4'-fluoro-[1,1'-biphenyl]-4-yl)dimethyl-sulfonium triflate